2-hydroxy-6-isobutyl-nicotinic acid OC1=C(C(=O)O)C=CC(=N1)CC(C)C